CC1(NC(CC(C1)C1=CSC2=C1N=NC=C2)(C)C)C 7-(2,2,6,6-tetramethylpiperidin-4-yl)thieno[3,2-c]pyridazin